NC1=CC=C(C=N1)N1C[C@H](CCC1)N(CC1=CC(=C(C(=C1)C)F)C)CC1=CN2C3=C(C(=C(C=C3C1=O)F)F)OCC2 (S)-6-(((1-(6-aminopyridin-3-yl)piperidin-3-yl)(4-fluoro-3,5-dimethylbenzyl)amino)methyl)-9,10-difluoro-2,3-dihydro-7H-[1,4]oxazino[2,3,4-ij]quinolin-7-one